4-Fluoro-4-methyl-1-((4-(5-(p-tolyl)-3-(trifluoromethyl)-1H-pyrazol-1-yl)phenyl)sulfonyl)piperidine FC1(CCN(CC1)S(=O)(=O)C1=CC=C(C=C1)N1N=C(C=C1C1=CC=C(C=C1)C)C(F)(F)F)C